10-(benzyloxy)-6-(1-methoxy-2-methylpropan-2-yl)-2-oxo-1,6,7,13c-tetrahydro-2H-pyrido[2',1':3,4]pyrazino[1,2-b]indazole-3-carboxylic acid ethyl ester C(C)OC(=O)C=1C(CC2N(C(CN3N=C4C(=CC=CC4=C32)OCC3=CC=CC=C3)C(COC)(C)C)C1)=O